CN1CCN(CC1)CC(=O)N 2-(4-methylpiperazin-1-yl)acetamid